5-(3,5-dimethyl-4-(4-methylpiperazin-1-yl)phenyl)-3-iodo-1-toluenesulfonyl-1H-pyrrole CC=1C=C(C=C(C1N1CCN(CC1)C)C)C1=CC(=CN1S(=O)(=O)CC1=CC=CC=C1)I